NC1=NC=CC=C1S(=O)(=O)NC(=O)C=1C(=NC(=CC1)C1=C(C=CC=C1OC)F)N1C(C[C@@H](C1)C)(C)C N-[(2-Amino-3-pyridyl)sulfonyl]-6-(2-fluoro-6-methoxyphenyl)-2-[(4S)-2,2,4-trimethylpyrrolidin-1-yl]pyridin-3-carboxamid